[1,2,3]Triazole-1-ol hydrate O.N1(N=NC=C1)O